4-((2,3,4,5-tetrahydro-1H-benzo[b]azepin-1-yl)fluoromethyl)-N-hydroxybenzamide N1(C2=C(CCCC1)C=CC=C2)C(C2=CC=C(C(=O)NO)C=C2)F